(1r,4r)-4-(3-Chloroanilino)-2'-(2-fluoro-3-hydroxypropyl)-2',3'-dihydrospiro[cyclohexane-1,1'-indene]-4-carboxylic acid methyl ester COC(=O)C1(CCC2(C(CC3=CC=CC=C23)CC(CO)F)CC1)NC1=CC(=CC=C1)Cl